OC1CC2=CC[C@H]3[C@@H]4CCC([C@@]4(C)CC[C@@H]3[C@]2(CC1)C)OC(CCCCCCCCCCCCCCC)=O 3-Hydroxy-17-Palmitoyloxy-5-Androstene